C(C)(=O)NC=1OC2=C(N1)C=CC(=C2)B(O)O 2-ACETAMIDOBENZO[D]OXAZOL-6-YLBORONIC ACID